C1(=CC=CC=C1)C1=C(C(=NN=N1)C1=CC=CC=2SC3=C(C21)C=CC=C3)C3=CC=CC=C3 [di(phenyl)triazinyl]dibenzothiophene